3-(methyl((5-(5-(trifluoromethyl)-1,2,4-oxadiazol-3-yl)pyridin-2-yl)methyl)amino)-4-((4-(trifluoromethoxy)phenyl)amino)cyclobut-3-ene-1,2-dione CN(C=1C(C(C1NC1=CC=C(C=C1)OC(F)(F)F)=O)=O)CC1=NC=C(C=C1)C1=NOC(=N1)C(F)(F)F